4-({4-[4-(difluoromethyl)-5-ethoxypyridin-3-yl]-3-[(3-methylbutoxy)methyl]phenyl}amino)oxane-4-carboxylic acid FC(C1=C(C=NC=C1OCC)C1=C(C=C(C=C1)NC1(CCOCC1)C(=O)O)COCCC(C)C)F